FC=1C=C(C=CC1OC(C)C)C(C)=O 1-(3-fluoro-4-isopropoxyphenyl)ethanone